CC=1C=C(NC=2C3=C(N=CN2)C=CC(=N3)N3C2CN(CC3C2)C(=O)OC(C)(C)C)C=CC1OC1=CC2=C(N(N=N2)C)C=C1 tert-butyl 6-[4-[3-methyl-4-(1-methylbenzotriazol-5-yl)oxy-anilino]pyrido[3,2-d]pyrimidin-6-yl]-3,6-diazabicyclo[3.1.1]heptane-3-carboxylate